3-[3-[(2R,3R,4R,5R,6S)-4,5-dihydroxy-6-methyl-3-[(2S,3R,4R,5R,6S)-3,4,5-trihydroxy-6-methyloxan-2-yl]oxyoxan-2-yl]oxydecanoyloxy]decanoic acid O[C@H]1[C@H]([C@@H](O[C@H]([C@@H]1O)C)OC(CC(=O)OC(CC(=O)O)CCCCCCC)CCCCCCC)O[C@@H]1O[C@H]([C@@H]([C@H]([C@H]1O)O)O)C